C(C=C)(=O)N1CC2(C1)CCN(CC2)C2=CC=C(C=C2)C=2C=1N(C=C(C2)C=2C=NN(C2)C)N=CC1C#N 4-(4-(2-Propenoyl-2,7-diazaspiro[3.5]non-7-yl)phenyl)-6-(1-methyl-1H-pyrazol-4-yl)pyrazolo[1,5-a]pyridine-3-carbonitrile